C1(CC1)[C@@H](C)NC1=NC(=NC(=N1)NCCOC1=CC=CC=C1)C1=NC(=CC=C1)C(F)(F)F (R)-N2-(1-cyclopropylethyl)-N4-(2-phenoxyethyl)-6-(6-(trifluoromethyl)pyridin-2-yl)-1,3,5-triazine-2,4-diamine